Cl.NC/C(/CN1N=CN(C1=O)C1=C(C=C(C=C1F)Br)F)=C\F 2-[(2E)-2-(aminomethyl)-3-fluoroprop-2-en-1-yl]-4-(4-bromo-2,6-difluorophenyl)-2,4-dihydro-3H-1,2,4-triazol-3-one hydrochloride